CP(OC1=C(C=C(C=C1)Cl)Cl)([O-])=O (2,4-dichlorophenyl) methylphosphonate